N-[2-(4-aminobutanoylamino)ethyl]-2-ethyl-4-[[3-[3-(trifluoromethyl)-1H-pyrazol-4-yl]imidazo[1,2-a]pyrazin-8-yl]amino]benzamide NCCCC(=O)NCCNC(C1=C(C=C(C=C1)NC=1C=2N(C=CN1)C(=CN2)C=2C(=NNC2)C(F)(F)F)CC)=O